C(CC1=CC=CC=C1)N1CCC(CC1)N(C1=CC=CC=C1)C(CC)=O N-(1-phenethyl-4-piperidyl)propionanilide